COC(C1=CC=C(C=C1)NC1=CC(=CC(=C1)C1CCCCC1)C1CCCCC1)=O 4-((3,5-dicyclohexylphenyl)amino)benzoic acid methyl ester